COC(C1=C(C(=CC(=C1)OC)CSC(C)=O)OC)=O 3-(Acetylthiomethyl)-2,5-dimethoxybenzoic acid methyl ester